(tert-Butoxycarbonyl)(5-((tert-butyldimethylsilyl)oxy)pentyl)carbamic acid tert-butyl ester C(C)(C)(C)OC(N(CCCCCO[Si](C)(C)C(C)(C)C)C(=O)OC(C)(C)C)=O